ClC1=CC2=CN(N=C2C=C1)CC1=CC(C(=C(N1CC)C1=CC(=C(C=C1)Cl)Cl)C(=O)O)=O 6-[(5-chloroindazol-2-yl)methyl]-2-(3,4-dichlorophenyl)-1-ethyl-4-oxo-pyridine-3-carboxylic acid